1-Ethyl-3-(5-(4-fluoro-3-((4-oxo-3,4-dihydrophthalazin-1-yl)methyl)phenyl)-1H-benzoimidazol-2-yl)urea C(C)NC(=O)NC1=NC2=C(N1)C=CC(=C2)C2=CC(=C(C=C2)F)CC2=NNC(C1=CC=CC=C21)=O